CN1CC(C1)CC=1C=CC2=C(C(=NO2)N2C(NC(CC2)=O)=O)C1 1-(5-((1-methylazetidin-3-yl)methyl)benzo[d]isoxazol-3-yl)dihydropyrimidine-2,4(1H,3H)-dione